(1R,2S)-N-((5-chloro-6-(thiazol-4-ylmethoxy)-1H-indol-2-yl)methyl)-2-fluorocyclopropane-1-carboxamide ClC=1C=C2C=C(NC2=CC1OCC=1N=CSC1)CNC(=O)[C@@H]1[C@H](C1)F